C(#N)C1=CC=C(C=C1)C=1C=C2C(=NC1N1CCOCC1)C=CN2C[C@@H]2CN(CC2)C(=O)OC(C)(C)C tert-butyl (3R)-3-[[6-(4-cyanophenyl)-5-morpholin-4-ylpyrrolo[3,2-b]pyridin-1-yl]methyl]pyrrolidine-1-carboxylate